(S)-ethyl 4-bromo-5-cyano-2-phenyl-2,3-dihydrobenzofuran-2-carboxylate BrC1=C(C=CC2=C1C[C@@](O2)(C(=O)OCC)C2=CC=CC=C2)C#N